8-nonenyl-ethyl-dichlorosilane C(CCCCCCC=C)[Si](Cl)(Cl)CC